C(C)N1C2=C(C=CC1=O)NC=C2C2=NC(=NC(=C2F)OC2CCC(CC2)C(F)(F)F)C rel-4-ethyl-3-(5-fluoro-2-methyl-6-{[(1r,4r)-4-(trifluoromethyl)cyclohexyl]oxy}pyrimidin-4-yl)-1H,4H,5H-pyrrolo[3,2-b]pyridin-5-one